6-(2-Methyl-2H-indazol-5-yl)-2-(piperidin-4-yl)-1,3-benzothiazol CN1N=C2C=CC(=CC2=C1)C1=CC2=C(N=C(S2)C2CCNCC2)C=C1